NC1=C(C=CC=C1)N1C(C=CC1=O)=O N-(aminophenyl)maleimide